FC(F)(F)S(=N)C(F)(F)F.C(CCCCC)N1C=[N+](C=C1)C 1-hexyl-3-methylimidazolium bistrifluoromethylsulfimide salt